4-(2,6-difluoro-4-(trifluoromethyl)benzyl)piperidine-4-carbonitrile hydrochloride Cl.FC1=C(CC2(CCNCC2)C#N)C(=CC(=C1)C(F)(F)F)F